(R)-6-(2-((2-(4-(furan-2-yl)phenyl)-5-methyl-1H-imidazol-1-yl)methyl)phenoxy)-3-methylhexanoic acid ethyl ester C(C)OC(C[C@@H](CCCOC1=C(C=CC=C1)CN1C(=NC=C1C)C1=CC=C(C=C1)C=1OC=CC1)C)=O